Methyl N-[4-(2,6-difluoro-4-pyridyl)-5-methyl-2-pyridyl]carbamate FC1=NC(=CC(=C1)C1=CC(=NC=C1C)NC(OC)=O)F